S1N=CC(=C1)C1CC(N(CC1)C1=CC(=NN1)C1=CC=NC=C1)=O 4-(Isothiazol-4-yl)-1-(3-(pyridin-4-yl)-1H-pyrazol-5-yl)piperidin-2-one